(R)-5-chloro-2-((6-fluoro-2-methylpyridin-3-yl)oxy)-4-methyl-N-(3-(S-methylsulfonimidoyl)phenyl)-6-(trifluoromethyl)nicotinamide ClC=1C(=NC(=C(C(=O)NC2=CC(=CC=C2)[S@@](=O)(=N)C)C1C)OC=1C(=NC(=CC1)F)C)C(F)(F)F